(R)-N-ethyl-N-(2,2,2-trifluoro-1-(4-fluorophenyl)ethyl)-1H-benzo[d]imidazole-6-sulfonamide C(C)N(S(=O)(=O)C=1C=CC2=C(NC=N2)C1)[C@@H](C(F)(F)F)C1=CC=C(C=C1)F